3-(4-((4-(azocan-1-ylmethyl)-3-fluorobenzyl)thio)-1-oxoisoindolin-2-yl)piperidine-2,6-dione N1(CCCCCCC1)CC1=C(C=C(CSC2=C3CN(C(C3=CC=C2)=O)C2C(NC(CC2)=O)=O)C=C1)F